CC1(OB(OC1(C)C)C1=CC=C(C=C1)C=1C2=CC=CC=C2C=2C=CC=CC2C1)C 4,4,5,5-tetramethyl-2-(4-(phenanthren-9-yl)phenyl)-1,3,2-dioxaborolan